6-(4-((1H-indazol-5-yl)amino)-pyrimidin-2-yl)-N-(3-chloropyridin-4-yl)-1H-indole-2-carboxamide N1N=CC2=CC(=CC=C12)NC1=NC(=NC=C1)C1=CC=C2C=C(NC2=C1)C(=O)NC1=C(C=NC=C1)Cl